bis(2-amino-2-methylethyl)ether NC(COCC(C)N)C